(R)-Diethylene Glycol C(COCCO)O